4-(6-((5-fluoropyridin-2-yl)amino)-3-oxo-2,3-dihydro-1H-pyrazolo[4,3-c]pyridin-1-yl)benzonitrile FC=1C=CC(=NC1)NC1=CC2=C(C=N1)C(NN2C2=CC=C(C#N)C=C2)=O